(1R)-1-(4-aminophenyl)ethan-1-ol NC1=CC=C(C=C1)[C@@H](C)O